Methyl 4-[(1S)-1-[[1,1-dioxo-4-(2-phenoxyethylamino)thiane-4-carbonyl]amino]ethyl]benzoate O=S1(CCC(CC1)(C(=O)N[C@@H](C)C1=CC=C(C(=O)OC)C=C1)NCCOC1=CC=CC=C1)=O